FC=1C=C(C=CC1F)S(=O)(=NCC1=CC(=CC=C1)C1=NOC(=N1)C(F)(F)F)C (3,4-difluorophenyl)(methyl)((3-(5-(trifluoromethyl)-1,2,4-oxadiazol-3-yl)benzyl)imino)-sulfanone